1-(6-bromo-2-methoxyquinolin-3-yl)-2-(2,6-dimethoxypyridin-4-yl)-4-(dimethylamino)-1-(m-tolyl)butan-2-ol BrC=1C=C2C=C(C(=NC2=CC1)OC)C(C(CCN(C)C)(O)C1=CC(=NC(=C1)OC)OC)C=1C=C(C=CC1)C